1-(4-(4-(5-(2,4,6-trichlorophenyl)-4,5-dihydroisoxazol-3-yl)thiazol-2-yl)piperidin-1-yl)-2-((6-(trifluoromethyl)pyridazin-3-yl)thio)ethan-1-one ClC1=C(C(=CC(=C1)Cl)Cl)C1CC(=NO1)C=1N=C(SC1)C1CCN(CC1)C(CSC=1N=NC(=CC1)C(F)(F)F)=O